ONC(C(=CC1=CC=C(C=C1)O)N1N=NC(=C1)CNS(=O)(=O)C=1SC(=CC1)C1=CC=CC=C1)=O (R)-N-hydroxy-3-(4-hydroxyphenyl)-2-(4-((5-phenylthiophene-2-sulfonamido)methyl)-1H-1,2,3-triazol-1-yl)propenamide